2-Phenoxyethyl acrylate (2-phenoxyphenyl acrylate) O(C1=CC=CC=C1)C1=C(C=CC=C1)C(C(=O)O)=C.C(C=C)(=O)OCCOC1=CC=CC=C1